ethyl (2R,6R)-1-(5-fluoro-3-nitropyridin-2-yl)-2,6-dimethylpiperidine-4-carboxylate FC=1C=C(C(=NC1)N1[C@@H](CC(C[C@H]1C)C(=O)OCC)C)[N+](=O)[O-]